N-(6-(4,4-bis(hydroxymethyl)piperidin-1-yl)-6-oxohexyl)butyramide ammonium perfluorohexyl-acetate FC(C(=O)[O-])(C(C(C(C(C(C(F)(F)F)(F)F)(F)F)(F)F)(F)F)(F)F)F.[NH4+].OCC1(CCN(CC1)C(CCCCCNC(CCC)=O)=O)CO